[4-(2-ethyl) phenylimino-2-pentyl] benzoate C(C1=CC=CC=C1)(=O)OC(C)CCC=NC1=CC=C(C=C1)CC